C1(CC1)OC1=C(C=C(C=C1)C(F)(F)F)C1=NN(CO1)[C@H]1CN[C@@H](C1)C 5-(2-Cyclopropoxy-5-(trifluoromethyl)phenyl)-N-((3R,5R)-5-methylpyrrolidin-3-yl)-1,3,4-oxadiazole